(2R,3R,4S,5S)-2-(4-methylpyrrolo[2,3-d]pyrimidin-7-yl)-5-[(1R)-6-chloroisochroman-1-yl]tetrahydrofuran-3,4-diol CC=1C2=C(N=CN1)N(C=C2)[C@@H]2O[C@@H]([C@H]([C@H]2O)O)[C@@H]2OCCC1=CC(=CC=C21)Cl